cis-tert-butyl ((1s,4s)-4-aminocyclohexyl)carbamate N[C@H]1CC[C@H](CC1)NC(OC(C)(C)C)=O